(S)-3-allyl-4-(5-bromo-7-chloro-2-(ethylthio)-8-fluoropyrido[4,3-d]pyrimidin-4-yl)-1,4-oxazepane C(C=C)[C@H]1COCCCN1C=1C2=C(N=C(N1)SCC)C(=C(N=C2Br)Cl)F